FC=1C=C(C(=O)NC=2SC3=C(N2)C=CC(=C3)C(=O)O)C=C(C1)C(F)(F)F 2-(3-fluoro-5-(trifluoromethyl)benzamido)benzo[d]thiazole-6-carboxylic acid